NC1=C2C(=NC=N1)N(N=C2C2=CC=C(C=C2)OC2=CC=CC=C2)C2CCN(CC2)C(=O)N2CCC(CC2)C2CCN(CC2)C=2C=C1CN(C(C1=CC2)=O)C2C(NC(CC2)=O)=O 3-(5-(1'-(4-(4-amino-3-(4-phenoxyphenyl)-1H-pyrazolo[3,4-d]pyrimidin-1-yl)piperidine-1-carbonyl)-[4,4'-bipiperidin]-1-yl)-1-oxoisoindolin-2-yl)piperidine-2,6-dione